6-methyl-5-(1-methyl-1H-pyrazol-5-yl)-2-oxo-2H-[1,3'-bipyridine]-3-carboxamide CC1=C(C=C(C(N1C=1C=NC=CC1)=O)C(=O)N)C1=CC=NN1C